[Na].C1=CC=CC=2C3=CC=CC=C3N(C12)C=1C=C(C(=CC1)C1=CC=C(C=C1)N1C2=CC=CC=C2C=2C=CC=CC12)C=O 4,4'-bis(carbazole-9-yl)biphenylmethanone sodium